C1=CC=CC=2C3=CC=CC=C3N(C12)C(CP(O)(O)=O)CCCC (2-(9h-carbazole-9-yl)hexyl)phosphonic acid